(S)-2-amino-N-((S)-1-(((S)-4-ethyl-8-fluoro-4-hydroxy-3,14-dioxo-3,4,12,14-tetrahydro-1H-pyrano[3',4':6,7]indolizino[1,2-b]quinolin-9-yl)amino)-1-oxopropan-2-yl)-3-methylbutanamide N[C@H](C(=O)N[C@H](C(=O)NC1=CC=2C=C3C(=NC2C=C1F)C1=CC2=C(C(N1C3)=O)COC([C@]2(O)CC)=O)C)C(C)C